C(#C)C1=CN=C2N1CCN(C2)C 3-ethynyl-7-methyl-5,6,7,8-tetrahydroimidazo[1,2-a]pyrazine